7-[5-(difluoromethyl)-1,3,4-oxadiazol-2-yl]-3-(oxan-4-yl)-3,4-dihydrophthalazin-1(2H)-one FC(C1=NN=C(O1)C1=CC=C2CN(NC(C2=C1)=O)C1CCOCC1)F